1,1-bis(4-methylthiophenyl)prop-2-yn-1-ol CSC1=CC=C(C=C1)C(C#C)(O)C1=CC=C(C=C1)SC